C(#N)C=1C=NN2C1C(=CC(=C2)/C=C/C(=O)OC)O methyl (E)-3-(3-cyano-4-hydroxypyrazolo[1,5-a]pyridin-6-yl)acrylate